N=1C=CN2N=C(C=CC21)C2=CNC=1N=C(N=CC12)NCC1(CC1)C 5-(imidazo[1,2-b]pyridazin-6-yl)-N-((1-methylcyclopropyl)methyl)-7H-pyrrolo[2,3-d]pyrimidin-2-amine